4-(7-(8-ethyl-7-fluoro-3-(methoxymethoxy)-1-naphthyl)-8-fluoro-2-methylsulfinyl-pyrido[4,3-d]pyrimidin-4-yl)-1,4-oxazepane C(C)C=1C(=CC=C2C=C(C=C(C12)C1=C(C=2N=C(N=C(C2C=N1)N1CCOCCC1)S(=O)C)F)OCOC)F